4-(4-chlorophenyl)-1-(3-(pyridin-4-yl)bicyclo[1.1.1]pentan-1-yl)piperidine-2,6-dione ClC1=CC=C(C=C1)C1CC(N(C(C1)=O)C12CC(C1)(C2)C2=CC=NC=C2)=O